[S].S(O)(O)(=S)=O thiosulfuric acid sulfur